trans-4-(pyrrolidin-1-yl)tetrahydrofuran-3-amine N1(CCCC1)[C@H]1[C@@H](COC1)N